r-butyl acrylate C(C=C)(=O)OCCCC